1,3-bis[2-(7-oxabicyclo[4.1.0]hept-3-yl)ethyl]-1,1,3,3-tetramethyldisiloxane C12CC(CCC2O1)CC[Si](O[Si](C)(C)CCC1CC2OC2CC1)(C)C